4-(5-(7-(1-methyl-1H-pyrazol-4-yl)quinolin-5-yl)pyridin-2-yl)-N-neopentylpiperazine-1-carboxamide CN1N=CC(=C1)C1=CC(=C2C=CC=NC2=C1)C=1C=CC(=NC1)N1CCN(CC1)C(=O)NCC(C)(C)C